ClC=1C=CC(=C(C1)S(=O)(=O)NC=1C(=C(C(=CC1)F)C=1C=C2C=NC(=NC2=CC1)NC(C(C)(C)C)=O)F)OC N-(6-(3-((5-chloro-2-methoxyphenyl)sulfonamido)-2,6-difluorophenyl)quinazolin-2-yl)pivaloamide